C(=O)C1=C(C=CC=C1C)NS(=O)(=O)C N-(2-formyl-3-methylphenyl)methanesulfonamide